C(C1=CC=CC=C1)OC1=C(C(OC12CCC(CC2)OCCOCCOCCOCCOCC(=O)O)=O)C2=C(C=C(C=C2C)C)C 14-(((5s,8s)-4-(benzyloxy)-3-mesityl-2-oxo-1-oxaspiro[4.5]dec-3-en-8-yl)oxy)-3,6,9,12-tetraoxatetradecanoic acid